7-{3-[(2-hydroxyethyl)amino]azetidin-1-yl}-5-methyl-4-oxo-1-(1,3-thiazol-2-yl)-1,4-dihydro-1,8-naphthyridine-3-carboxylic acid OCCNC1CN(C1)C1=CC(=C2C(C(=CN(C2=N1)C=1SC=CN1)C(=O)O)=O)C